4-chloro-2-fluoro-N-(1-(hydroxymethyl)cyclopropyl)benzenesulfonamide ClC1=CC(=C(C=C1)S(=O)(=O)NC1(CC1)CO)F